N-((S)-(7-((S)-2-Cyclopropoxy-1-(5,5-difluoro-2-oxotetrahydropyrimidin-1(2H)-yl)ethyl)imidazo[1,2-b]pyridazin-2-yl)(4,4-difluorocyclohexyl)methyl)-1-isopropyl-1H-pyrazole-5-carboxamide C1(CC1)OC[C@@H](N1C(NCC(C1)(F)F)=O)C1=CC=2N(N=C1)C=C(N2)[C@@H](NC(=O)C2=CC=NN2C(C)C)C2CCC(CC2)(F)F